cis-2-(5-Hydroxypyrimidin-2-yl)-7-methyl-N-(3,4,5-trifluorophenyl)-2,3,3a,4,10,10a-hexahydro-1H,7H-dipyrrolo[3,4-b:3',4'-f][1,4,5]oxathiazocin-8-carboxamid-5,5-dioxid OC=1C=NC(=NC1)N1C[C@H]2NS(C=3C(OC[C@H]2C1)=C(N(C3)C)C(=O)NC3=CC(=C(C(=C3)F)F)F)(=O)=O